ClC=1C=C(C=CC1)NC(=O)NC=1SC(=CN1)CCNC1=NC=NC2=CC(=CC=C12)OCCCN(C)C 1-(3-chlorophenyl)-3-(5-(2-((7-(3-(dimethylamino)propoxy)quinazolin-4-yl)amino)ethyl)thiazol-2-yl)urea